N-(2-formyl-4-(2-((2-methoxy-4-(4-(4-methylpiperazin-1-yl)piperidin-1-yl)phenyl)amino)-4-(phenylamino)pyrimidin-5-yl)phenyl)acetamide C(=O)C1=C(C=CC(=C1)C=1C(=NC(=NC1)NC1=C(C=C(C=C1)N1CCC(CC1)N1CCN(CC1)C)OC)NC1=CC=CC=C1)NC(C)=O